N-((5-chloro-6-((2-methyl-2H-1,2,3-triazol-4-yl)methoxy)-1H-indol-2-yl)methyl)azetidine-1-carboxamide ClC=1C=C2C=C(NC2=CC1OCC1=NN(N=C1)C)CNC(=O)N1CCC1